1-(7-((2-methyl-6-(trifluoromethyl)pyridin-3-yl)sulfonyl)-7-azaspiro[3.5]non-2-yl)azetidin-3-ol CC1=NC(=CC=C1S(=O)(=O)N1CCC2(CC(C2)N2CC(C2)O)CC1)C(F)(F)F